C(C)C=1N=C(N(C1)S(=O)(=O)C1=CC(=CC=C1)F)C1=C(C=C(C(=C1)F)F)F ethyl-1-((3-fluorophenyl)sulfonyl)-2-(2,4,5-trifluorophenyl)-1H-imidazole